2,2-dimethylpropyl chloroformate ClC(=O)OCC(C)(C)C